N-(5-chloro-6-(2H-1,2,3-triazol-2-yl)pyridin-3-yl)-2-fluoro-8-methyl-8-(trifluoromethyl)-7,8-dihydro-6H-cyclopenta[e]pyrazolo[1,5-a]pyrimidine-6-carboxamide ClC=1C=C(C=NC1N1N=CC=N1)NC(=O)C1CC(C2=C1C=NC=1N2N=C(C1)F)(C(F)(F)F)C